Diethyl 2-fluoro-8,8-dimethyl-7,8-dihydro-6H-cyclopenta[e]pyrazolo[1,5-a]pyrimidine-6,6-dicarboxylate FC1=NN2C(N=CC3=C2C(CC3(C(=O)OCC)C(=O)OCC)(C)C)=C1